C1(CC1)C1=NN=CN1C1CC2(CN(C2)C(=O)N2C[C@H]3[C@@H](C2)CC(C3)OC3=C(C=C(C=C3)F)Cl)C1 |r| [6-(3-cyclopropyl-1,2,4-triazol-4-yl)-2-azaspiro[3.3]heptan-2-yl]-[rac-(3aS,6aR)-5-(2-chloro-4-fluoro-phenoxy)-3,3a,4,5,6,6a-hexahydro-1H-cyclopenta[c]pyrrol-2-yl]methanone